N-(4-fluorobenzyl)-2-(1-methylpiperidin-4-yl)benzo[d]thiazole-6-carboxamide FC1=CC=C(CNC(=O)C2=CC3=C(N=C(S3)C3CCN(CC3)C)C=C2)C=C1